[O-]CC.C(C(=C)C)(=O)[O-].C(C(=C)C)(=O)[O-].OC1=CC=C(C=C1)C(C)(C)C1=CC=C(C=C1)O bisphenol A dimethacrylate ethoxide